ClC1=CC=C(C=C1)C1(CC(C(=O)N)=CC=C1)C(=O)N 3-(4-chlorophenyl)isophthalamide